(R)-4-amino-N-[(1-ethyl-2-pyrrolidinyl)methyl]-5-(ethylsulfonyl)-2-methoxybenzamide NC1=CC(=C(C(=O)NC[C@@H]2N(CCC2)CC)C=C1S(=O)(=O)CC)OC